ClC1=CC2=C(N(C([C@@H](N=C2C2=CC=CC=C2)C(C)(C)O)=O)CCC(=O)OCC)C=C1 (S)-ethyl 3-(7-chloro-3-(2-hydroxypropan-2-yl)-2-oxo-5-phenyl-2,3-dihydro-1H-benzo[e][1,4]diazepin-1-yl)propanoate